3-nitro-N-[2-chloro-4-[1,1,1,2,3,3,3-heptafluoroprop-2-yl]-6-(difluoromethoxy)phenyl]-2-fluorobenzamide [N+](=O)([O-])C=1C(=C(C(=O)NC2=C(C=C(C=C2OC(F)F)C(C(F)(F)F)(C(F)(F)F)F)Cl)C=CC1)F